[Cl-].CCCCCCCCC(CCCCCCCC)OC(CCCCCCC[N+](C)(C)CCCNCCCCCCCC(=O)OC(CCCCCCCC)CCCCCCCC)=O 8-(heptadecan-9-yloxy)-N-(3-((8-(heptadecan-9-yloxy)-8-oxooctyl)amino)propyl)-N,N-dimethyl-8-oxooctan-1-aminium chloride